C(C)(C)(C)C=1N=C(NC1)SC 4-(tert-butyl)-2-(methylthio)-1H-imidazole